C1(=CC=CC=C1)C1=NNC=C1OC1=CC=C(C=C1)S(=O)(=O)N 4-((3-phenyl-1H-pyrazol-4-yl)oxy)benzenesulfonamide